ClC=1C2=C(N(C(N1)=O)C=1C(=NC=CC1C)C(C)C)N=C(C(=C2)F)Cl 4,7-dichloro-6-fluoro-1-(2-isopropyl-4-methylpyridin-3-yl)pyrido[2,3-d]pyrimidin-2(1H)-one